C[N+](CCC[Si](OC)(OC)OC)(CCCCCCCCCCCCCCCCCC)C dimethyl-octadecyl-[3-(trimethoxysilyl)propyl]ammonium